N1(CCC1)S(=O)(=O)C1=CC=C(C=C1)C1=CC=C(C=C1)C[C@@H](C#N)N1CCOCCC1 (2S)-N-{(1S)-2-[4'-(Azetidin-1-ylsulfonyl)biphenyl-4-yl]-1-cyanoethyl}-1,4-oxazepane